C(=O)(C=C)N1C[C@@H](N(CC1)C=1C2=C(N(C(N1)=O)C1=C(C=CC=C1C)C(C)C)N=C(C(=C2)F)Cl)C (S)-4-(4-acryl-2-methylpiperazin-1-yl)-7-chloro-6-fluoro-1-(2-isopropyl-6-methylphenyl)pyrido[2,3-d]Pyrimidin-2-one